NCC#CC=1OC(=CC1C(=O)OC)C#CCN methyl 2,5-bis(3-aminoprop-1-yn-1-yl)furan-3-carboxylate